[Ti].[Au].[Ti].ClC1=C(C=CC=C1)NC1=C(C(=O)NC2=CC(=NN2C)C(F)(F)F)C=CC=C1 2-((2-Chlorophenyl)amino)-N-(1-methyl-3-(trifluoromethyl)-1H-pyrazol-5-yl)benzamide titanium-gold-titanium